C(C)(C)(C)OC(=O)N1CCN(CC1)C(CC1=C(C=C(C=C1F)N)F)=O 4-[2-(4-amino-2,6-difluoro-phenyl)acetyl]Piperazine-1-carboxylic acid tert-butyl ester